trifluoropentan-2,4-dione FC(C(CC(C)=O)=O)(F)F